Tris(3-(dimethylamino)propyl)amine CN(CCCN(CCCN(C)C)CCCN(C)C)C